FC(C(=O)N(N)C1=CC(=CC=C1)C)F (Z)-2,2-difluoro-N1-(3-methylphenyl)acethydrazide